ClC(COCCOCCOCCOCCNC(OC(C)(C)C)=O)=O tert-butyl (14-chloro-14-oxo-3,6,9,12-tetraoxatetradecyl)-carbamate